D-α-hydroxyisovaleric acid O[C@@H](C(=O)O)C(C)C